ClC1=C(C=C(C(=O)C2=C(C(=O)O)C=CC=C2)C=C1)[N+](=O)[O-] 2-(4-chloro-3-nitrobenzoyl)benzoic acid